1-(3-bromo-5-fluorophenyl)-4-(chloromethyl)pyrazole BrC=1C=C(C=C(C1)F)N1N=CC(=C1)CCl